ClC1=C(C=C(C=C1)C1=CSC2=C1C(N(C=C2)CC(=O)N2C[C@@H](CC2)F)=O)C(F)(F)F (R)-3-(4-chloro-3-(trifluoromethyl)phenyl)-5-(2-(3-fluoropyrrolidin-1-yl)-2-oxoethyl)thieno[3,2-c]pyridin-4(5H)-one